BrC=1C=C2C(=NC1)N(CN2CCO)C(C2=CC=CC=C2)(C2=CC=CC=C2)C2=CC=CC=C2 6-bromo-1-(2-hydroxyethyl)-3-trityl-1,3-dihydro-2H-imidazo[4,5-b]Pyridine